ClC1=CC=C(CN2C(C(N(CC2=O)C(C)C)=O)C2=CC=C(C=C2)F)C=C1 4-(4-chlorobenzyl)-3-(4-fluorophenyl)-1-isopropylpiperazine-2,5-dione